7-benzyloxindole C(C1=CC=CC=C1)C=1C=CC=C2CC(NC12)=O